4-(1-((3-cyanophenyl)sulfonyl)-1-fluoro-ethyl)-N-(pyridazin-4-yl)piperidine-1-carboxamide C(#N)C=1C=C(C=CC1)S(=O)(=O)C(C)(F)C1CCN(CC1)C(=O)NC1=CN=NC=C1